[2-(methoxycarbonylmethyl)oxyethyl]amine COC(=O)COCCN